3-(1-(3,4-dichlorophenyl)pyrrolidin-3-yl)-2-fluorobenzoic acid ClC=1C=C(C=CC1Cl)N1CC(CC1)C=1C(=C(C(=O)O)C=CC1)F